OC1=C(C(=O)NC2=C(C(=O)O)C=CC=N2)C=C(C=C1S(=O)(=O)O)O 2-(2,5-dihydroxy-3-sulfobenzamido)nicotinic acid